Rac-(4bS,5R,6R,7S,7aR)-7a-(4-bromophenyl)-N-(2-fluoroethyl)-4b,5-dihydroxy-4-methoxy-N-methyl-7-phenyl-4b,6,7,7a-tetrahydro-5H-cyclopenta[4,5]furo[2,3-c]pyridine-6-carboxamide BrC1=CC=C(C=C1)[C@]12[C@](C3=C(C=NC=C3OC)O1)([C@@H]([C@@H]([C@H]2C2=CC=CC=C2)C(=O)N(C)CCF)O)O |r|